NC1=NC=2N=C(C(=CC2C2=C1C=NN2C)C(=O)N([C@@H]2COCC1=NC(=CC=C12)C(F)(F)F)C)C 4-amino-N,1,7-trimethyl-N-((5S)-2-(trifluoromethyl)-5,8-dihydro-6H-pyrano[3,4-b]pyridin-5-yl)-1H-pyrazolo[4,3-c][1,8]naphthyridine-8-carboxamide